(±)-2-(5-((2,6-dioxopiperidin-3-yl)amino)-2,3-dihydrospiro[inden-1,4'-piperidin]-1'-yl)acetic acid tert-butyl ester C(C)(C)(C)OC(CN1CCC2(CC1)CCC1=CC(=CC=C12)N[C@H]1C(NC(CC1)=O)=O)=O |r|